CC=1C=C(C=NNC2=C3N=CN(C3=NC(=N2)N2CCOCC2)C2CCN(CC2)C)C=CC1 4-(6-(2-(3-methylbenzylidene)hydrazinyl)-9-(1-methylpiperidin-4-yl)-9H-purin-2-yl)morpholine